CN(C1=CC=C(C=C1)\C=C/1\C(=C(C2=CC(=CC=C12)F)CC(=O)O)C)C 2-[(1Z)-1-{[4-(dimethylamino)phenyl]methylene}-5-fluoro-2-methyl-1H-inden-3-yl]acetic acid